imidazole-1-carboxamide N1(C=NC=C1)C(=O)N